methyl 2-[5-(2-{1-[(2-aminophenyl) amino]-3-azabicyclo[3.2.2]nonan-3-yl} ethoxy)-1-methylpyrazol-4-yl]-6-methylpyridine-4-carboxylate NC1=C(C=CC=C1)NC12CN(CC(CC1)CC2)CCOC2=C(C=NN2C)C2=NC(=CC(=C2)C(=O)OC)C